4-(3-Methoxyoxetan-3-yl)aniline COC1(COC1)C1=CC=C(N)C=C1